(S)-4-((2-methoxyethyl)(4-(5,6,7,8-tetrahydro-1,8-naphthyridin-2-yl)butyl)amino)-2-(quinazolin-4-ylamino)butyric acid COCCN(CC[C@@H](C(=O)O)NC1=NC=NC2=CC=CC=C12)CCCCC1=NC=2NCCCC2C=C1